C(C)(C)(C)OC(=O)N1CCCC2(CN(C2)C2=NC=CC(=N2)NC2=NNC(=C2)C2CCCC2)C1 2-[4-[(5-Cyclopentyl-1H-pyrazol-3-yl)amino]pyrimidin-2-yl]-2,8-diazaspiro[3.5]nonane-8-carboxylic acid tert-butyl ester